1-N-[4-[7-(5-Cyanopyridin-3-yl)quinolin-4-yl]oxyphenyl]-1-N'-(4-fluorophenyl)cyclopropane-1,1-dicarboxamide hydrochloride Cl.C(#N)C=1C=C(C=NC1)C1=CC=C2C(=CC=NC2=C1)OC1=CC=C(C=C1)NC(=O)C1(CC1)C(=O)NC1=CC=C(C=C1)F